3-Chloro-1-(3-chloro-10,11-dihydro-5H-dibenzo[b,f]azepin-5-yl)-propan-1-one ClCCC(=O)N1C2=C(CCC3=C1C=CC=C3)C=CC(=C2)Cl